FC(S(=O)(=O)ON1C(=O)C2C3C=CC(C2C1=O)C3)(F)F 5-norbornene-2,3-dicarboximido trifluoromethanesulfonate